ClC1=C(C=CC(=C1)F)I 1-chloro-5-fluoro-2-iodobenzene